(2S)-2-amino-3-[(6R)-4-methyl-5-oxo-4-azaspiro[2.4]heptan-6-yl]propanamide N[C@H](C(=O)N)C[C@H]1C(N(C2(CC2)C1)C)=O